ClC=1C=C(C=C(C1OC=1C=C2CCN(C(C2=CC1)=O)CO)Cl)N1N=C(C(NC1=O)=O)C#N (3,5-dichloro-4-((2-(hydroxymethyl)-1-oxo-1,2,3,4-tetrahydroisoquinolin-6-yl)oxy)phenyl)-3,5-dioxo-2,3,4,5-tetrahydro-1,2,4-triazine-6-carbonitrile